BrC=1C2(C3=CC=CC(=C3C1)Cl)CCC(CC2)(C(=O)O)NC2=CC(=CC=C2)Cl (1s,4s)-2'-bromo-4'-chloro-4-(3-chloroanilino)spiro[cyclohexane-1,1'-indene]-4-carboxylic acid